C1(CCC1)C1=C(C=CC=C1F)C1=CC(=CC=C1O[C@@H]1C[C@H]([C@H](C1)NC(=O)[C@H]1N(CC(C1)(C)C)C)O)C(C(=O)OC)(C)C methyl 2-(2'-cyclobutyl-3'-fluoro-6-(((1S,3R,4S)-3-hydroxy-4-((S)-1,4,4-trimethylpyrrolidine-2-carboxamido)cyclopentyl)oxy)-[1,1'-biphenyl]-3-yl)-2-methylpropanoate